4-(3H-[1,2,3]triazolo[4,5-b]pyridin-3-yl)-N-(azepan-3-yl)-N-(8-methylisoquinolin-1-yl)benzamide N1=NN(C2=NC=CC=C21)C2=CC=C(C(=O)N(C1=NC=CC3=CC=CC(=C13)C)C1CNCCCC1)C=C2